(2S)-3-ethyl-2-(9H-fluoren-9-yl-methoxycarbonyl-amino)pentanoic acid C(C)C([C@@H](C(=O)O)N(C(=O)OC)C1C2=CC=CC=C2C=2C=CC=CC12)CC